(1s,4s)-N1-(2-Chloro-5-(2-(trifluoromethyl)thiazol-4-yl)pyridin-4-yl)-N4-(2-fluoroethyl)cyclohexane-1,4-diamine ClC1=NC=C(C(=C1)NC1CCC(CC1)NCCF)C=1N=C(SC1)C(F)(F)F